OCCO\N=C\1/C(N(C2=CC=CC=C12)C1CCN(CC1)C1CCC(CC1)C(C)C)=O (Z)-3-((2-hydroxyethoxy)imino)-1-(1-((1s,4s)-4-isopropylcyclohexyl)piperidin-4-yl)indolin-2-one